(2S,4S)-4-fluoro-1-[2-[4-[[3-(trifluoromethyl)-5-quinolinyl]amino]-1-piperidinyl]acetyl]pyrrolidine-2-carbonitrile F[C@H]1C[C@H](N(C1)C(CN1CCC(CC1)NC1=C2C=C(C=NC2=CC=C1)C(F)(F)F)=O)C#N